CN1CCC(CC1)C(=O)NC1=CC=C2C(=N1)NC=C2C2=CC=1N(C=C2)N=CC1C(=O)N1CCN(CC1)C 1-methyl-N-(3-(3-(4-methylpiperazine-1-carbonyl)pyrazolo[1,5-a]pyridin-5-yl)-1H-pyrrolo[2,3-b]pyridin-6-yl)piperidine-4-carboxamide